C[C@@H]1NC2=CC=C3C(=C2CC1)N=C(N3CC(NCC3=CC(=NO3)C)=O)CCN3C(C=CC=C3)=O (7S)-7-Methyl-3-({[(3-methyl-1,2-oxazol-5-yl)methyl]carbamoyl}methyl)-2-[2-(2-oxo-1,2-dihydropyridin-1-yl)ethyl]-3H,6H,7H,8H,9H-imidazo[4,5-f]chinolin